CS(=O)(=O)C=1N=CC2=C(N1)N(C(C(=C2C#C[Si](C(C)C)(C(C)C)C(C)C)C(=O)NC)=O)C2=CC=CC=C2 2-methanesulfonyl-N-methyl-7-oxo-8-phenyl-5-[2-(triisopropylsilyl)ethynyl]pyrido[2,3-d]pyrimidine-6-carboxamide